CC1NC(COC1)C1=CC=NC2=CC=C(N=C12)C=1C(=NNC1)C1=NC(=CC=C1)C 3-methyl-5-[6-[3-(6-methyl-2-pyridyl)-1H-pyrazol-4-yl]-1,5-naphthyridin-4-yl]morpholine